N-(2-(3-methylureido)ethyl)-8-(4-(trifluoromethyl)cyclohex-1-en-1-yl)quinoline-3-carboxamide CNC(NCCNC(=O)C=1C=NC2=C(C=CC=C2C1)C1=CCC(CC1)C(F)(F)F)=O